tert-butyl-2-[4-(tetrahydropyran-4-ylamino) phenyl]-2,3,4,4a,5,6,7,7a-octahydro-1H-cyclopenta[b]pyridine-3-carboxylate C(C)(C)(C)OC(=O)C1CC2C(NC1C1=CC=C(C=C1)NC1CCOCC1)CCC2